COC=1C=C(C=CC1NC1=CC(=C2C(=N1)NC=C2C(F)(F)F)NCCOC)C(=O)N2CCOCC2 (3-methoxy-4-((4-((2-methoxyethyl)amino)-3-(trifluoromethyl)-1H-pyrrolo[2,3-b]pyridine-6-yl)amino)phenyl)(morpholino)methanone